3-(((E)-(9-benzyl-1-isopropyl-β-carbolin-3-yl)methylene)hydrazino)indol-2-one methyl-4-amino-1-(4-(1-ethoxyvinyl)-2,6-dimethylphenyl)-6-oxo-1,6-dihydropyrimidine-5-carboxylate COC(=O)C1=C(N=CN(C1=O)C1=C(C=C(C=C1C)C(=C)OCC)C)N.C(C1=CC=CC=C1)N1C2=CC=CC=C2C=2C=C(N=C(C12)C(C)C)\C=N\NC=1C(N=C2C=CC=CC12)=O